CN(/C=C/C(=O)C1CN(C1)C(=O)OC(C)(C)C)C tert-butyl (E)-3-(3-(dimethylamino) acryloyl)azetidine-1-carboxylate